ClC1=CC=C(CN2C3=C(C=CC=C3C=3CCC[C@@H](C23)CC(=O)O)[S@@](=O)C)C=C1 2-[(1R)-9-(4-chlorobenzyl)-8-((S)-methylsulfinyl)-2,3,4,9-tetrahydro-1H-carbazol-1-yl]acetic acid